tert-butylamino Formate C(=O)ONC(C)(C)C